ClC=1C(=CC(=NC1)N1CCC(CC1)C=O)NC=1C=C2C=C(C(N(C2=NC1)C(C)C)=O)OCC(=O)NC 2-((6-((5-chloro-2-(4-formylpiperidin-1-yl)pyridin-4-yl)amino)-1-isopropyl-2-oxo-1,2-dihydro-1,8-naphthyridin-3-yl)oxy)-N-methylacetamide